1-((6-fluoroimidazo[1,2-a]pyridin-2-yl)methyl)-3-methyl-2-oxo-N-(2,4,6-trifluorobenzyl)-1,2,3,4-tetrahydroquinazoline-7-carboxamide FC=1C=CC=2N(C1)C=C(N2)CN2C(N(CC1=CC=C(C=C21)C(=O)NCC2=C(C=C(C=C2F)F)F)C)=O